1-(5-(2-fluorophenyl)-1-(pyridin-3-ylsulfonyl)-1H-pyrrol-3-yl)-N-methylmethylamine FC1=C(C=CC=C1)C1=CC(=CN1S(=O)(=O)C=1C=NC=CC1)CNC